tert-Butyl (1R,5S)-3-(7-methyl-[1,2,4]triazolo[1,5-a]pyridin-6-yl)-8-azabicyclo[3.2.1]oct-2-ene-8-carboxylate CC1=CC=2N(C=C1C1=C[C@H]3CC[C@@H](C1)N3C(=O)OC(C)(C)C)N=CN2